N-[(5,5-dimethyltetrahydrofuran-3-ylidene)amino]Carbamic acid tert-butyl ester C(C)(C)(C)OC(NN=C1COC(C1)(C)C)=O